cinnamate (octyl methoxycinnamate) C(CCCCCCC)C(=C(C(=O)O)OC)C1=CC=CC=C1.C(C=CC1=CC=CC=C1)(=O)O